1-(4-((5-(3,5-dimethylisoxazol-4-yl)-2-methylphenyl)(5-((2-(2,6-dioxopiperidin-3-yl)-1,3-dioxoisoindolin-5-yl)amino)-3-methylpentanyl)amino)phenyl)cyclopropane-1-carbonitrile CC1=NOC(=C1C=1C=CC(=C(C1)N(C1=CC=C(C=C1)C1(CC1)C#N)CCC(CCNC=1C=C2C(N(C(C2=CC1)=O)C1C(NC(CC1)=O)=O)=O)C)C)C